8'-chloro-1'-[trans-4-(pyridin-2-yloxy)cyclohexyl]-4'H,6'H-spiro[1,3-dioxolan-2,5'-[1,2,4]triazolo[4,3-a][1]benzazepine] ClC=1C=CC2=C(CC3(CC=4N2C(=NN4)[C@@H]4CC[C@H](CC4)OC4=NC=CC=C4)OCCO3)C1